(S)-N-((S)-1-(6-chloro-1-(cis-3-(ethylsulfonyl)cyclobutoxy)-2,7-naphthyridin-4-yl)butyl)-2-methylpropane-2-sulfinamide ClC=1C=C2C(=CN=C(C2=CN1)O[C@@H]1C[C@@H](C1)S(=O)(=O)CC)[C@H](CCC)N[S@@](=O)C(C)(C)C